3-(((R)-4-hydroxy-2,2-dimethyl-1-((R)-3-phenylbutyryl)piperidin-4-yl)methyl)-6-phenylpyrimidin-4(3H)-one O[C@]1(CC(N(CC1)C(C[C@@H](C)C1=CC=CC=C1)=O)(C)C)CN1C=NC(=CC1=O)C1=CC=CC=C1